N1C(CNCC1)=O PIPERAZIN-2-ON